ClCCOCCOCCCl 1,2-di-(2-chloroethoxy)ethane